COC(=O)C=1C(N(N=C(C1)C1=CC=C(C=C1)C(F)F)C1=CC(=CC=C1)F)=O 6-[4-(difluoromethyl)phenyl]-2-(3-fluorophenyl)-3-oxo-2,3-dihydropyridazine-4-carboxylic acid methyl ester